FC=1C(=C(C=CC1)C=1C=C2N3CCN(CC3CNC2=NN1)C1=NC=C(C=N1)C1CCN(CC1)C1CC2(C1)CCC(CC2)C(=O)OCC)O ethyl 2-[4-[2-[(1S)-4-(3-fluoro-2-hydroxy-phenyl)-1,5,6,8,12-pentazatricyclo[8.4.0.02,7]tetradeca-2,4,6-trien-12-yl]pyrimidin-5-yl]-1-piperidyl]spiro[3.5]nonane-7-carboxylate